C(C)(C)(C)OC(=O)N1CC2(CC1)C1=C(B(O2)O)C=C(C=C1)C1=C(C=CC=C1)C1CC1 6-(2-cyclopropylphenyl)-1-hydroxy-1H-spiro[benzo[c][1,2]oxaborole-3,3'-pyrrolidine]-1'-carboxylic acid tert-butyl ester